FC(C(C(F)(F)F)(O)CN1N=CC2=C(C(=CC=C12)C1=NC=CC2=CN=C(C=C12)NC1=CC=C(C=C1)[S@](=O)(=N)C)C)(F)F (S)-1,1,1,3,3,3-hexafluoro-2-((4-methyl-5-(7-((4-(S-methylsulfonimidoyl)phenyl)amino)-2,6-naphthyridin-1-yl)-1H-indazol-1-yl)methyl)propan-2-ol